C(C)[C@@]([C@@](C(=O)[O-])(O)CC)(O)C(=O)[O-] (S,S)-Diethyltartrat